BrCCOC=1C=C2C(=NC1)N(C=C2)C2CC(C2)(O)C (cis)-3-[5-(2-bromoethoxy)-1H-pyrrolo[2,3-b]pyridin-1-yl]-1-methylcyclobutan-1-ol